CN1N=C(C2=CC=C(C=C12)N1CCN(CC1)C[C@H]1[C@@H](CNCC1)C)C1C(NC(CC1)=O)=O 3-(1-methyl-6-(4-(((3s,4r)-3-methylpiperidin-4-yl)methyl)piperazin-1-yl)-1H-indazol-3-yl)piperidine-2,6-dione